1-methyl-4-(2-methyloxiranyl)-7-oxabicyclo[4.1.0]heptane CC12CCC(CC1O2)C3(CO3)C